Methyl 5-cyano-7-(5-isopropoxythiazol-2-yl)-2,3-dihydrobenzofuran-4-carboxylate C(#N)C1=CC(=C2C(CCO2)=C1C(=O)OC)C=1SC(=CN1)OC(C)C